Cl.C[C@@H]1NCC[C@@H](C1)OC=1N=CC(=NC1)C#N 5-[[(2S,4S)-2-methyl-4-piperidinyl]oxy]pyrazine-2-carbonitrile hydrochloride